dicyclohexyl-(2-phenoxyphenyl)phosphine oxide C1(CCCCC1)P(C1=C(C=CC=C1)OC1=CC=CC=C1)(C1CCCCC1)=O